N6-(2-aminoethyl)-N4-[(4-methoxyphenyl)methyl]-1-methyl-1H-pyrazolo[3,4-d]pyrimidine-4,6-diamine NCCNC1=NC(=C2C(=N1)N(N=C2)C)NCC2=CC=C(C=C2)OC